C(CCCCCCCCC)(=O)OC=C Vinyl decanoat